FC1(CC(C1)NC=1N=CC2=C(N1)NC=C2C2=CC=1N(C=C2)N=CC1C(=O)NC1CCN(CC1)C)F 5-(2-((3,3-difluorocyclobutyl)amino)-7H-pyrrolo[2,3-d]pyrimidin-5-yl)-N-(1-methylpiperidin-4-yl)pyrazolo[1,5-a]pyridine-3-carboxamide